FCCN1CCN(CC1)C1=CC=C(C=C1)NC1=NC2=CC=CC=C2C=N1 2-((4-(4-(2-fluoroethyl)piperazin-1-yl)phenyl)amino)quinazolin